C(C)(C)(C)OC(=O)NCCCCN(CCC(=O)O)C=1SC(=C(N1)C1=CC(=C(C=C1)Cl)Cl)CC(C)C 3-((4-(tert-butoxycarbonylamino)butyl)(4-(3,4-dichlorophenyl)-5-isobutylthiazol-2-yl)amino)propionic acid